1-methyl glycinate hydrochloride Cl.NCC(=O)OC